(R)-N,N-dimethylpyrrolidine-3-amine CN([C@H]1CNCC1)C